tert-Butyl 2-(2-(2-butyl-1H-imidazo[4,5-c]quinolin-1-yl)ethoxy)ethylcarbamate C(CCC)C=1N(C2=C(C=NC=3C=CC=CC23)N1)CCOCCNC(OC(C)(C)C)=O